COC(=O)C1=C(C(=CC=C1)C(=O)OC)S(=O)(=O)O Dimethyl sulfoisophthalate